ClC=1C=C(C=CC1F)NC(=O)C1=C(N=CN1C)C1CC2CC(CC2C1)(O)C1=C(C(=NN1C)OCCO)F N-(3-Chloro-4-fluorophenyl)-4-(5-(4-fluoro-3-(2-hydroxyethoxy)-1-methyl-1H-pyrazol-5-yl)-5-hydroxyoctahydropentalen-2-yl)-1-methyl-1H-imidazole-5-carboxamide